C(C)(C)C1CC(CC(=C1O)C)C 6-isopropyl-2,4-dimethylcyclohexen-1-ol